C[C@@H]1N([C@@H](CCC1)C)CC1=CSC2=C1N=C(N=C2N2[C@@H](COCC2)C)C2=C1C(=NC=C2)NC=C1 (R)-4-(7-(((cis)-2,6-dimethylpiperidin-1-yl)methyl)-2-(1H-pyrrolo[2,3-b]pyridine-4-yl)thieno[3,2-d]pyrimidin-4-yl)-3-methylmorpholine